5-chloro-2-(4,4-difluoroazepan-1-yl)-N-(3-(N'-hydroxyamidino)phenyl)-6-(trifluoromethyl)benzamide ClC=1C=CC(=C(C(=O)NC2=CC(=CC=C2)C(N)=NO)C1C(F)(F)F)N1CCC(CCC1)(F)F